ClC1=CN=C(C(N1CC(=O)OCC)=O)NCCCCOC Ethyl 2-(6-chloro-3-((4-methoxybutyl)amino)-2-oxopyrazin-1(2H)-yl)acetate